(3R,5R,8S,9S,10R,13S,14S,17S)-N-(5-cyanopyridin-2-yl)-3-(ethoxymethyl)-3-hydroxy-10-(isopropoxymethyl)-13-methylhexadecahydro-1H-cyclopenta[a]phenanthrene-17-carboxamide C(#N)C=1C=CC(=NC1)NC(=O)[C@H]1CC[C@H]2[C@@H]3CC[C@@H]4C[C@@](CC[C@@]4([C@H]3CC[C@]12C)COC(C)C)(O)COCC